[I-].C(C)(=O)OC1=C(C=CC=C1)CC(=O)OC[N+]1(CCC=C(C1)C1=NSN=C1OCCCCCC)C 1-((2-(2-acetoxyphenyl)acetoxy)methyl)-5-(4-(hexyloxy)-1,2,5-thiadiazol-3-yl)-1-methyl-1,2,3,6-tetrahydropyridin-1-ium iodide